1-(2-ethoxy-5-fluoro-4-pyridyl)-7-fluoro-3,3-dimethyl-N-[(3S)-3-methyl-1,1-dioxo-thiolan-3-yl]-2-oxo-indoline-5-carboxamide C(C)OC1=NC=C(C(=C1)N1C(C(C2=CC(=CC(=C12)F)C(=O)N[C@@]1(CS(CC1)(=O)=O)C)(C)C)=O)F